6-(4-cyano-2-methoxyphenyl)-5-ethoxy-8-methyl-6,9-dihydrothieno[3,2-h][1,6]naphthyridine-7-carboxamide C(#N)C1=CC(=C(C=C1)C1C(=C(NC=2C3=C(N=C(C12)OCC)C=CS3)C)C(=O)N)OC